2-amino-3-bromo-N-((1S,2R)-2-cyanocyclopentyl)-N-((5-cyano-2-pyridinyl)methyl)-6-quinolinecarboxamide NC1=NC2=CC=C(C=C2C=C1Br)C(=O)N(CC1=NC=C(C=C1)C#N)[C@@H]1[C@@H](CCC1)C#N